COC=1C=C(C=CC1)NC(OC(C)(C)C)=O tert-Butyl (3-methoxyphenyl)carbamate